1-(7-chloro-3,4-dihydro-2H-chromen-4-yl)methanamine, hydrochloride Cl.ClC1=CC=C2C(CCOC2=C1)CN